OCC[C@H](CNC1=CC=C(C=N1)N1C(C=CC(=C1)C)=O)CNC=1N=NC(=CN1)C |r| rac-6'-((4-Hydroxy-2-(((6-methyl-1,2,4-triazin-3-yl)amino)methyl)butyl)amino)-5-methyl-2H-[1,3'-bipyridin]-2-one